tert-butyl 4-(((3R,4S)-3-(4-(tert-butoxycarbonyl) phenyl)-1-ethylazepan-4-yl)methyl)-5,7-dimethyl-1H-indole-1-carboxylate C(C)(C)(C)OC(=O)C1=CC=C(C=C1)[C@@H]1CN(CCC[C@H]1CC1=C2C=CN(C2=C(C=C1C)C)C(=O)OC(C)(C)C)CC